FC(C1=C(C=CC=C1)CC#N)(F)F 2-(2-(trifluoromethyl)phenyl)acetonitrile